CN(CC(=O)N1CCC(CC1)C=1C=C2C(=C(NC2=CC1)C1=CC=2N(C=C1)N=C(N2)C)C(C)C)C 2-(dimethylamino)-1-(4-(3-isopropyl-2-(2-methyl-[1,2,4]triazolo[1,5-a]pyridin-7-yl)-1H-indol-5-yl)piperidin-1-yl)ethan-1-one